methyl (1r,4r)-4-(benzyloxy)cyclohexane-1-carboxylate C(C1=CC=CC=C1)OC1CCC(CC1)C(=O)OC